tert-butyl 3-[4-bromo-5-fluoro-6-[7-fluoro-3-(methoxymethoxy)-8-(2-triisopropylsilylethynyl)-1-naphthyl]-3-methyl-2,7-naphthyridin-1-yl]-3,8-diazabicyclo[3.2.1]octane-8-carboxylate BrC1=C(N=C(C2=CN=C(C(=C12)F)C1=CC(=CC2=CC=C(C(=C12)C#C[Si](C(C)C)(C(C)C)C(C)C)F)OCOC)N1CC2CCC(C1)N2C(=O)OC(C)(C)C)C